FC1(CCN(CC1)C1=NC(=CC(=N1)NC(C1=C(C=C(C=C1)S(N[C@H](CO)C)(=O)=O)N1CCC2(CC2)CC1)=O)C)F (S)-N-(2-(4,4-Difluoropiperidin-1-yl)-6-methylpyrimidin-4-yl)-4-(N-(1-hydroxypropan-2-yl)sulfamoyl)-2-(6-azaspiro[2.5]octan-6-yl)benzamide